NC=1C(=NC=NC1Cl)NC1=C(C=CC(=C1)[N+](=O)[O-])N1CCN(CC1)CCO 2-(4-(2-((5-amino-6-chloropyrimidin-4-yl)amino)-4-nitrophenyl)piperazin-1-yl)ethan-1-ol